FC1([C@H](C[C@H](CC1)[C@H](C(=O)NC1=NC=C(N=C1)OC1=CC=C(C=C1)F)C)C1=CC=NC=C1)F 4-((1R,5s)-2,2-difluoro-5-((R)-1-((5-(4-fluorophenoxy)pyrazin-2-yl)amino)-1-oxopropan-2-yl)cyclohexyl)pyridine